3-((2-Amino-3-fluoro-7-(1H-pyrazol-3-yl)quinolin-4-yl)amino)propan-1-ol NC1=NC2=CC(=CC=C2C(=C1F)NCCCO)C1=NNC=C1